CC(C)(C)S(=O)N[C@H](C)C1=CC(=CC(=N1)NC(C)=O)C(F)(F)F N-[6-[(1R)-1-(1,1-dimethylethylsulfinylamino)ethyl]-4-(trifluoromethyl)-2-pyridyl]acetamide